C(C)OC(CC=1OC(=NN1)C1=CC=C(C=C1)C)=O 5-p-methylphenyl-1,3,4-oxadiazole-2-acetic acid ethyl ester